CC1(COC2(CC1)CCC(CC2)C2=C1N(N=C2CN(CCNC)C)CC(C1)(F)F)C N1-((3-((6s,9r)-3,3-dimethyl-1-oxaspiro[5.5]undecan-9-yl)-5,5-difluoro-5,6-dihydro-4H-pyrrolo-[1,2-b]pyrazol-2-yl)methyl)-N1,N2-dimethylethane-1,2-diamine